C(C)OC(=O)C1=NC(=C(N=C1Cl)C)C1=C(C(=CC=C1)Cl)Cl 3-chloro-6-(2,3-dichlorophenyl)-5-methylpyrazine-2-carboxylic acid ethyl ester